C(CC)CC(CC(=O)[O-])=O.C(CC)CC(CC(=O)[O-])=O.C(C)(C)O[Ti+2]OC(C)C diisopropoxytitanium bis(propylacetoacetate)